BrC=1C(=NN2C1N=C(NC2=O)S)C 8-bromo-7-methyl-2-sulfanyl-3H-pyrazolo[1,5-a][1,3,5]triazin-4-one